(R)-7-(4-((tert-butyldimethylsilyl)oxy)butoxy)-4-methyl-3,4-dihydro-2H-benzo[b][1,4,5]oxathiazepine 1,1-dioxide [Si](C)(C)(C(C)(C)C)OCCCCOC=1C=CC2=C(O[C@@H](CNS2(=O)=O)C)C1